6-fluoro-7-(8-methyl-2,3-dihydro-1H-pyrido[2,3-b][1,4]oxazin-7-yl)-N-(6-((methylsulfonyl)methyl)pyridin-3-yl)quinazolin-2-amine FC=1C=C2C=NC(=NC2=CC1C1=C(C2=C(OCCN2)N=C1)C)NC=1C=NC(=CC1)CS(=O)(=O)C